6-(1-methyl-1H-pyrazol-4-yl)-3-piperazin-1-yl-pyrazolo[1,5-a]pyridine CN1N=CC(=C1)C=1C=CC=2N(C1)N=CC2N2CCNCC2